O=C1NC(CCC1N1C(C2=CC=CC(=C2C1=O)NCCO)=O)=O 2-(2,6-dioxo-3-piperidyl)-4-(2-hydroxyethyl-amino)isoindoline-1,3-dione